Cl/C(/C(=O)O)=C\C=C\C chlorosorbic acid